C(C)(=O)C=1C(OC2=C(C1N1CCOCC1)C=CC(=C2)NC2=NC=CC(=N2)C2=C(C=C(C=C2)OC)OC)=O 3-acetyl-7-{[4-(2,4-dimethoxyphenyl)pyrimidin-2-yl]amino}-4-morpholino-2H-benzopyran-2-one